3-t-butyldimethylsilyl-bromopropyne [Si](C)(C)(C(C)(C)C)CC#CBr